OCCCCOC1=CC=C(C=CC(=O)O)C=C1.C1(=CC=CC=C1)C1=CC=CC=C1 biphenyl 4-(4-hydroxybutyloxy)cinnamate